C(C)N1N=CC(=C1)C(=O)N1CC2=C(C=C(C=C2CC1)C=1C=C2C(=NC1)NC=C2C)[C@H]2NCCC2 (S)-(1-ethyl-1H-pyrazol-4-yl)-[6-(3-Methyl-1H-pyrrolo[2,3-b]pyridin-5-yl)-8-[pyrrolidin-2-yl]-3,4-dihydroisoquinoline-2(1H)-yl]methanone